Methyl ((3-fluoro-2-hydroxy-4-methylphenyl)sulfonyl)-L-prolinate FC=1C(=C(C=CC1C)S(=O)(=O)N1[C@@H](CCC1)C(=O)OC)O